2-[(3R)-3-methylmorpholin-4-yl]-4-[1-(methylsulfonyl)cyclopropyl]-8-(1H-pyrazol-5-yl)-1,7-naphthyridine C[C@H]1N(CCOC1)C1=NC2=C(N=CC=C2C(=C1)C1(CC1)S(=O)(=O)C)C1=CC=NN1